3-(8-(3-(difluoromethoxy)-5-fluorophenyl)-6-(3-(trifluoromethyl)phenylsulfonyl)-4,4a,5,6-tetrahydro-1H-pyrazino[1,2-a]quinoxalin-3(2H)-yl)propionic acid FC(OC=1C=C(C=C(C1)F)C=1C=C2N(CC3N(C2=CC1)CCN(C3)CCC(=O)O)S(=O)(=O)C3=CC(=CC=C3)C(F)(F)F)F